4-((3-(4-(((1S,4S)-4-(2-oxa-6-azaspiro[3.3]heptan-6-yl)cyclohexyl)amino)-1-(2,2,2-trifluoroethyl)-1H-indol-2-yl)prop-2-yn-1-yl)amino)-3-methoxy-N-methylbenzenesulfonamide C1OCC12CN(C2)C2CCC(CC2)NC2=C1C=C(N(C1=CC=C2)CC(F)(F)F)C#CCNC2=C(C=C(C=C2)S(=O)(=O)NC)OC